N-(2-(methylthio)phenyl)pent-4-enamide CSC1=C(C=CC=C1)NC(CCC=C)=O